[N+](=O)([O-])C1=CC=C(C=C1)OC(CCCCNCCCCNCCOCCOCC#C)=O 4,7-dioxa-10,15-diazaeicosa-1-yn-20-oic acid 4-nitrophenyl ester